NC[C@H](CC(=O)O)C[C@@H](CCC1=CC(=CC=C1)OC)C (3s,5r)-3-aminomethyl-7-(3-methoxy-phenyl)-5-methyl-heptanoic acid